BrC=1N=C(C=2N(C1)C=C(N2)C)CC 6-bromo-8-ethyl-2-methylimidazo[1,2-a]pyrazine